methyl 1-phenyl-1H-pyrazolo[3,4-d]pyrimidine-6-carboxylate C1(=CC=CC=C1)N1N=CC=2C1=NC(=NC2)C(=O)OC